2-nitro-10-(oxetan-3-ylmethyl)dibenzo[b,f][1,4]oxazepin-11(10H)-one [N+](=O)([O-])C=1C=CC2=C(C(N(C3=C(O2)C=CC=C3)CC3COC3)=O)C1